CN1CC(C1)(C)[C@@](O)(C=1C=NC=C(C1)C#CC1=CC=2C(=NC=CC2)N1)C1=CC=C(C=C1)C(C)C (R)-(1,3-Dimethyl-azetidin-3-yl)-(4-isopropyl-phenyl)-[5-(1H-pyrrolo[2,3-b]pyridin-2-ylethynyl)-pyridin-3-yl]-methanol